P(=O)(O)(O)O.O=CC 2-oxoethane phosphate